copper-copper nickel [Ni].[Cu].[Cu]